(4-(2-(4-chlorophenyl)-1-hydroxypropan-2-yl)thiazol-2-yl)acetamide ClC1=CC=C(C=C1)C(CO)(C)C=1N=C(SC1)CC(=O)N